FC1CN(CC1)C=1C=C2C(=NC=NN2C1)C1=CC(=C(CNC(OC(C)(C)C)=O)C=C1)C tert-butyl (4-(6-(3-fluoropyrrolidin-1-yl)pyrrolo[2,1-f][1,2,4]triazin-4-yl)-2-methylbenzyl)carbamate